3-(2-methoxyethyl)piperazin COCCC1CNCCN1